2-(3-(2-(2-Aminoethoxy)ethoxy)propionylamino)-N-(pyridin-2-yl)benzamide NCCOCCOCCC(=O)NC1=C(C(=O)NC2=NC=CC=C2)C=CC=C1